3-(3-Hydroxy-5-(3-(pyrrolidin-1-ylmethyl)phenyl)pyridinecarboxamido)-2,2-dimethylpropionic acid OC=1C(=NC=C(C1)C1=CC(=CC=C1)CN1CCCC1)C(=O)NCC(C(=O)O)(C)C